O[C@H](CC(=O)N(C)C)C=1C=C(C=CC1)C (R)-3-hydroxy-N,N-dimethyl-3-(m-tolyl)propanamide